N-(4-(tert-butyl)phenyl)-3-methylpiperazine-1-carboxamide C(C)(C)(C)C1=CC=C(C=C1)NC(=O)N1CC(NCC1)C